aluminum di-sec-butoxide mono(ethylacetoacetate) C(C)CC(CC(=O)[O-])=O.CC([O-])CC.CC([O-])CC.[Al+3]